3-bromo-7,8-dihydropyrido[3,4-b]pyridin-8-one BrC=1C=C2C(=NC1)C(NC=C2)=O